2-ethyl-6,8-dimethylimidazo[1,2-a]pyrazine HBr salt Br.C(C)C=1N=C2N(C=C(N=C2C)C)C1